CN(CC(=O)O)C(C)(C)C methyltert-butyl-glycine